ClC=1C(=NC=CC1)C#N chloro-cyanopyridine